CN(/C(=C/C=NS(=O)(=O)C1=CC=CC=C1)/C=C(C)C)C (2E)-N-(3-Dimethylamino-5-methylhexa-2,4-dien-1-ylidene)benzenesulfonamide